[Na+].C(CCCCCCCCCCCCCCCCC)(=O)N[C@@H](CCC(=O)[O-])C(=O)[O-].[Na+] sodium N-stearoyl-L-glutamate monosodium salt